4-(N-benzylnaphthalene-2-sulfonamido)-2-hydroxybenzoic acid C(C1=CC=CC=C1)N(S(=O)(=O)C1=CC2=CC=CC=C2C=C1)C1=CC(=C(C(=O)O)C=C1)O